CC1(CCOCC1)NC1=NC=C2N=C(N(C2=N1)C1CCNCC1)NC1=CC(=CC=C1)OC(F)(F)F N2-(4-methyltetrahydro-2H-pyran-4-yl)-9-(piperidin-4-yl)-N8-(3-(trifluoromethoxy)phenyl)-9H-purine-2,8-diamine